C(CCCCCCCCCCCCCCCCC)(=O)O.[SiH3]O silanol stearate